(S)-4-((benzyloxy)carbonyl)-1-(5H-dibenzo[b,f]azepine-5-carbonyl)piperazine-2-formic acid C(C1=CC=CC=C1)OC(=O)N1C[C@H](N(CC1)C(=O)N1C2=C(C=CC3=C1C=CC=C3)C=CC=C2)C(=O)O